FC=1C=C(C=C(C1O)F)[C@@H]1N(C[C@H](CC1)C)C(C(=O)NC=1C=C(C=NC1)C(=O)N)=O |r| rac-5-[[2-[(2R,5S)-2-(3,5-difluoro-4-hydroxy-phenyl)-5-methyl-1-piperidyl]-2-oxo-acetyl]amino]pyridine-3-carboxamide